3-(4-(hexyloxy)-1,2,5-thiadiazol-3-yl)-1-methylpyridin-1-ium iodide [I-].C(CCCCC)OC=1C(=NSN1)C=1C=[N+](C=CC1)C